3-(4-(dimethylamino)phenyl)acrylonitril CN(C1=CC=C(C=C1)C=CC#N)C